8'-methyl-1',1'-dioxido-1'-((1-(piperidin-1-yl)propan-2-yl)oxy)-2,3,5,6-tetrahydrospiro[pyran-4,4'-pyrido[2,3-b][1,4,5]oxathiazepin] CC1=CC2=C(OC3(C=NS2(OC(CN2CCCCC2)C)([O-])=O)CCOCC3)N=C1